[N+](=O)([O-])C1=CC=C(OP(=O)(OC2=CC=CC=C2)N[C@H](C(=O)OC2CCC(CC2)C)C)C=C1 (2S)-(1r,4S)-4-methylcyclohexyl 2-(((4-nitrophenoxy)(phenoxy)phosphoryl)amino)propanoate